NC=1N=CN(C(C1C(=O)NC=1C=NC=C(C1)CNCC)=O)C1=C(C=C(C=C1Cl)C1=CN=CO1)Cl 4-amino-1-(2,6-dichloro-4-(oxazol-5-yl)phenyl)-N-(5-((ethylamino)methyl)pyridin-3-yl)-6-oxo-1,6-dihydropyrimidine-5-carboxamide